8-hexadecyne-7,10-diol CCCCCCC(C#CC(CCCCCC)O)O